C(C)(C)(C)OC(=O)NS(=O)(=O)N(C1CC2(CN(C2)C(=O)OC(C)(C)C)C1)CC1=CC=C(C=C1)C(F)(F)F tert-butyl 6-((N-(tert-butoxycarbonyl)sulfamoyl)(4-(trifluoromethyl)benzyl)amino)-2-azaspiro[3.3]heptane-2-carboxylate